C(C)(C)(C)OC(=O)N1CC(C1)(COC)C#N 3-cyano-3-(methoxymethyl)azetidine-1-carboxylic acid tert-butyl ester